FC=1N=CNC1C(=O)O 4-fluoro-imidazole-5-carboxylic acid